FC1=CC=C(C=C1)C(C)N1N=C(N=N1)C1=CC(=C(C=C1)S(=O)(=O)NCC(=O)N)OC 2-(4-(2-(1-(4-fluorophenyl)ethyl)-2H-tetrazol-5-yl)-2-methoxyphenylsulfonylamino)acetamide